FC(CN1N=C(C=2C1=NC(=CN2)N2CC1(CN(C1)C1=NC(=NC(=C1)C(F)(F)F)C)CC2)OCC)F 1-(2,2-difluoroethyl)-3-ethoxy-6-(2-(2-methyl-6-(trifluoromethyl)pyrimidin-4-yl)-2,6-diazaspiro[3.4]octan-6-yl)-1H-pyrazolo[3,4-b]pyrazine